C(CCC)C1=CC(C=C1)[Si]([Si](C)(C)C1C=C(C=C1)CCCC)(C)C 1,2-bis(3-butylcyclopenta-2,4-dien-1-yl)-1,1,2,2-tetramethyldisilane